1-(6-(8-((adamantan-1-yl)amino)oct-1-yn-1-yl)imidazo[1,2-a]pyridin-3-yl)dihydropyrimidine C12(CC3CC(CC(C1)C3)C2)NCCCCCCC#CC=2C=CC=3N(C2)C(=CN3)N3CNCC=C3